[6-[(5-tert-butyl-1,3,4-thiadiazol-2-yl)methyl]-2,6-diazaspiro[3.3]heptan-2-yl]-[6-[3-(trifluoromethyl)-1,2,4-triazol-1-yl]-2-azaspiro[3.3]heptan-2-yl]methanone C(C)(C)(C)C1=NN=C(S1)CN1CC2(CN(C2)C(=O)N2CC3(C2)CC(C3)N3N=C(N=C3)C(F)(F)F)C1